rac-5-(aminomethyl)-5-(pyridin-4-yl)imidazolidine-2,4-dione hydrochloride Cl.NC[C@@]1(C(NC(N1)=O)=O)C1=CC=NC=C1 |r|